Cbz-L-alanyl nitrite N(=O)OC([C@@H](NC(=O)OCC1=CC=CC=C1)C)=O